N-(4-((5-(1,6-dimethyl-1H-pyrazolo[3,4-b]pyridin-4-yl)-3-methyl-4,5,6,7-tetrahydro-1H-pyrazolo[4,3-c]pyridin-1-yl)methyl)bicyclo[2.2.2]octan-1-yl)morpholine-2-carboxamide CN1N=CC=2C1=NC(=CC2N2CC1=C(CC2)N(N=C1C)CC12CCC(CC1)(CC2)NC(=O)C2CNCCO2)C